NC1=NC=CC=C1C1=NC=2C(=NC(=CC2)C2=CC=CC=C2)N1C=1C=CC(=NC1C)NC(=O)C1CCC(CC1)C=1N=NNN1 N-(5-(2-(2-aminopyridin-3-yl)-5-phenyl-3H-imidazo[4,5-b]pyridin-3-yl)-6-methylpyridin-2-yl)-4-(2H-tetrazol-5-yl)cyclohexane-1-carboxamide